ClC1=C2C=C(NC2=CC=C1)C(=O)N[C@H](C(=O)N[C@H](C(=O)OC)C[C@H]1C(NCCC1)=O)CC1CC1 methyl (2S)-2-[[(2S)-2-[(4-chloro-1H-indole-2-carbonyl)amino]-3-cyclopropyl-propanoyl]amino]-3-[(3S)-2-oxo-3-piperidyl]propanoate